tert-butyl N-[[5-(4-chloro-6-quinolyl)-2-methyl-pyrazol-3-yl]methyl]-N-methyl-carbamate ClC1=CC=NC2=CC=C(C=C12)C=1C=C(N(N1)C)CN(C(OC(C)(C)C)=O)C